(2S,3R,5R)-3-((E)-(2-(2-(benzo[d][1,3]dioxol-5-yl)acetyl)hydrazono)methyl)-3-methyl-7-oxo-4-thia-1-azabicyclo[3.2.0]heptane-2-carboxylic acid 4,4-dioxide O1COC2=C1C=CC(=C2)CC(=O)N\N=C\[C@]2([C@@H](N1C(C[C@H]1S2(=O)=O)=O)C(=O)O)C